ClC=1C=CC=C2C=C(NC12)C(=O)N1CC2(CC1C(=O)N[C@H](C(=O)OC)C[C@H]1C(NC(C1)(C)C)=O)CCCCC2 methyl (2S)-2-[[2-(7-chloro-1H-indole-2-carbonyl)-2-azaspiro[4.5]decane-3-carbonyl] amino]-3-[(3R)-5,5-dimethyl-2-oxo-pyrrolidin-3-yl]propanoate